FC1(C(C1)CNCC=1C=CC=2N(C1)C=C(N2)CNC(=O)C=2N=C1N(C(C2)=O)C=CC=C1)F N-{[6-({[(2,2-difluoro-cyclopropyl)methyl]amino}methyl)imidazo[1,2-a]pyridin-2-yl]methyl}-4-oxo-4H-pyrido[1,2-a]pyrimidine-2-carboxamide